triethyl biphenyl-tricarboxylate C=1(C(=C(C(=CC1)C(=O)OCC)C(=O)OCC)C(=O)OCC)C1=CC=CC=C1